(1S,4aS,10aR)-Methyl 6-(benzyloxy)-1,4a-dimethyl-1,2,3,4,4a,9,10,10a-octahydrophenanthrene-1-carboxylate C(C1=CC=CC=C1)OC=1C=C2[C@]3(CCC[C@@]([C@@H]3CCC2=CC1)(C(=O)OC)C)C